vinyl-pyridine C(=C)C1=NC=CC=C1